1-(3-chloro-2-hydroxypropyl)-3-methylimidazole tetrafluoroborate F[B-](F)(F)F.ClCC(CN1CN(C=C1)C)O